NC1=NC=CC(=N1)C1=CC(=C(CNC(=O)[C@@H]2CC[C@H]3N(CCNC3)C2)C=C1)C (7R,9aR)-N-(4-(2-aminopyrimidin-4-yl)-2-methylbenzyl)octahydro-1H-pyrido[1,2-a]pyrazine-7-carboxamide